N[C@@H](CO)CC12CC(C1)C2 (2R)-2-amino-3-(1-bicyclo[1.1.1]pentanyl)propan-1-ol